CN1N=C2N(C3=CC=C(C=C3C2=C1)C(=O)OCC)CC1=CC=C(C=C1)C(F)(F)F ethyl 2-methyl-8-{[4-(trifluoromethyl) phenyl] methyl}-2H,8H-pyrazolo[3,4-b]indole-5-carboxylate